4-amino-2-(2,6-dioxo-3-piperidyl)isoindoline-1,3-dione isopropyl-(S)-2-butyramido-6-diazo-5-oxohexanoate C(C)(C)OC([C@H](CCC(C=[N+]=[N-])=O)NC(CCC)=O)=O.NC1=C2C(N(C(C2=CC=C1)=O)C1C(NC(CC1)=O)=O)=O